3-((1R,3R)-1-amino-3-methyl-8-azaspiro[4.5]decan-8-yl)-6-((2,3-dichloropyridin-4-yl)thio)pyrazin-2(1H)-one N[C@@H]1C[C@@H](CC12CCN(CC2)C=2C(NC(=CN2)SC2=C(C(=NC=C2)Cl)Cl)=O)C